BrC1=CC(=CC(=N1)C1(COCC1)O)C 3-(6-bromo-4-methylpyridin-2-yl)oxolan-3-ol